FC1=CC=C(COC2=CC=3OC=4C=C5C(=C(C4C(C3C(=C2OC)CC=C(C)C)=O)OC/C=C/C(=O)OCC)C=CC(O5)(C)C)C=C1 Ethyl (E)-4-((9-((4-fluorobenzyl)oxy)-8-methoxy-2,2-dimethyl-7-(3-methylbut-2-en-1-yl)-6-oxo-2H,6H-pyrano[3,2-b]xanthen-5-yl)oxy)but-2-enoate